ethyl 5-{2'-chloro-3'-fluoro-5'-methoxy-6-methyl-[4,4'-bipyridine]-3-amido}-1,3,4-thiadiazole-2-carboxylate ClC1=NC=C(C(=C1F)C1=C(C=NC(=C1)C)C(=O)NC1=NN=C(S1)C(=O)OCC)OC